8-cyclopentyl-6-(methyl-d3)-2-((1-(methylsulfonyl)piperidin-4-yl)amino)pyrido[2,3-d]pyrimidin-7(8H)-one C1(CCCC1)N1C(C(=CC2=C1N=C(N=C2)NC2CCN(CC2)S(=O)(=O)C)C([2H])([2H])[2H])=O